(1r,4r)-4-(3-chloro-4-cyanophenoxy)cyclohexane-1-carbonyl chloride ClC=1C=C(OC2CCC(CC2)C(=O)Cl)C=CC1C#N